COC=1C=CC(=NC1)COC=1C=CC2=C(N=C(O2)C2=NC=CN=C2)C1 5-((5-methoxypyridin-2-yl)methoxy)-2-(pyrazin-2-yl)benzo[d]oxazole